O1C(=CC=C1)C1(CC1)C#N 1-(furan-2-yl)cyclopropane-1-carbonitrile